3-(2-amino-6-((triisopropylsilyl)ethynyl)pyrimidin-4-yl)benzonitrile NC1=NC(=CC(=N1)C=1C=C(C#N)C=CC1)C#C[Si](C(C)C)(C(C)C)C(C)C